1-[4-[4-(dimethoxymethyl)-1-piperidyl]phenyl]-3-[(4-methoxy-phenyl)methyl]hexahydropyrimidine-2,4-dione COC(C1CCN(CC1)C1=CC=C(C=C1)N1C(N(C(CC1)=O)CC1=CC=C(C=C1)OC)=O)OC